germanium phosphorus N-Fmoc-(2R,3R,4S,5R,6S)-2-(acetoxymethyl)-6-((3-aminopropyl)thio)tetrahydro-2H-pyran-3,4,5-triyl triacetate C(C)(=O)O[C@@H]1[C@H](O[C@H]([C@@H]([C@H]1OC(C)=O)OC(C)=O)SCCCNC(=O)OCC1C2=CC=CC=C2C2=CC=CC=C12)COC(C)=O.[P].[Ge]